1,1,3,3-tetramethylbutyl peroxide 2-ethylhexanoate C(C)C(C(=O)O)CCCC.CC(CC(C)(C)C)(C)OOC(CC(C)(C)C)(C)C